6-chloro-N-[5-(difluoromethoxy)-4,6-dimethoxy-pyrimidin-2-yl]-1H-indole-3-sulfonamide ClC1=CC=C2C(=CNC2=C1)S(=O)(=O)NC1=NC(=C(C(=N1)OC)OC(F)F)OC